O=C1N(C(C2=CC=CC=C12)=O)[C@@H](C(=O)Cl)CC1=CC=CC=C1 (R)-2-(1,3-dioxoisoindolin-2-yl)-3-phenylpropanoyl chloride